1-benzyl-3,6-dimethyl-3,4-dihydro-quinolin-2(1H)-one C(C1=CC=CC=C1)N1C(C(CC2=CC(=CC=C12)C)C)=O